[γ-(acryloyloxy)propyl]trimethoxysilane C(C=C)(=O)OCCC[Si](OC)(OC)OC